1-hydroxymethyl-4-methyl-3,5-dinitropyrazole OCN1N=C(C(=C1[N+](=O)[O-])C)[N+](=O)[O-]